(S)-2-(((4'-trifluoromethylbiphenyl-4-yl)methyl)amino)propionamide methanesulfonate salt CS(=O)(=O)O.FC(C1=CC=C(C=C1)C1=CC=C(C=C1)CN[C@H](C(=O)N)C)(F)F